3-(4-hydroxy-3-methoxyphenyl)-2-propenal OC1=C(C=C(C=C1)C=CC=O)OC